S1C(=NC=C1)C[C@@H](N)C(=O)O β-(2-thiazolyl)-D-alanine